C(CCCCC(=O)[O-])(=O)OCC(OCCCC)OCCCC dibutoxyethyl Adipate